2-[bis[(2,4-dimethoxyphenyl)methyl]amino]-4-methoxy-pyrimidin-5-ol COC1=C(C=CC(=C1)OC)CN(C1=NC=C(C(=N1)OC)O)CC1=C(C=C(C=C1)OC)OC